O-isopropyl salicylate (isopropyl-salicylate) C(C)(C)OC=1C(C(=O)O)=CC=CC1.C(C=1C(O)=CC=CC1)(=O)OC(C)C